8-bromo-3-methylimidazo[1,5-a]quinoxaline BrC1=CC=C2N=CC=3N(C2=C1)C=NC3C